NC1CCN(CC1)C1=C(C(=NC=C1C1=CC(=CC(=C1)C)F)N)C=1NC=2C(=NC=CC2)N1 4-(4-aminopiperidin-1-yl)-5-(3-fluoro-5-methylphenyl)-3-{1H-imidazo[4,5-b]pyridin-2-yl}pyridin-2-amine